C(C)(C)(C)P(CCNCCP(C(C)(C)C)C(C)(C)C)C(C)(C)C Bis[2-(di-tert-butylphosphino)ethyl]amine